C(C)(C)N1N=C(C2=C1C(N(N=C2C)CC(=O)N[C@@H](C)C2=CC=C(C=C2)C)=O)C (S)-2-(1-isopropyl-3,4-dimethyl-7-oxo-1,7-dihydro-6H-pyrazolo[3,4-d]pyridazin-6-yl)-N-(1-(p-tolyl)ethyl)acetamide